COC(C1=CC=C(C=C1)C=1NC=C(N1)C(F)(F)F)=O 4-(4-(trifluoromethyl)-1H-imidazol-2-yl)benzoic acid methyl ester